methyl 3-(4-(7-chloro-3-methyldibenzo[b,f][1,4]oxazepin-11-yl) piperazin-1-yl)-2,2-dimethylpropanoate ClC=1C=CC2=C(OC3=C(C(=N2)N2CCN(CC2)CC(C(=O)OC)(C)C)C=CC(=C3)C)C1